FC=1C=CC(=NC1)NC1=NC=C(C(=N1)NC1=C(C(=CC=C1)C1=NN(C=N1)C)OC)C(=O)O ((5-Fluoropyridin-2-yl)amino)-4-((2-methoxy-3-(1-methyl-1H-1,2,4-triazol-3-yl)phenyl)amino)pyrimidine-5-carboxylic acid